COCC1=CC=CC(=N1)CN1N=NC(=C1)C1=NC(=NC(=C1)C=1C=C(C=CC1)C)N 4-(1-{[6-(methoxymethyl)-2-pyridinyl]methyl}-1H-1,2,3-triazol-4-yl)-6-(m-tolyl)-2-pyrimidinylamine